CC1CC=2N(CC1)C=NC2C(=O)N[C@@H]2C(N(C1=C(OC2)C=CC=C1)C)=O 7-methyl-N-((S)-5-methyl-4-oxo-2,3,4,5-tetrahydrobenzo[b][1,4]oxazepin-3-yl)-5,6,7,8-tetrahydroimidazo[1,5-a]pyridine-1-carboxamide